6,6',6''-nitrilotris(methylene)tris(N-(((S)-2,2-dimethyl-1,3-dioxolan-4-yl)methyl)nicotinamide) N(CC1=NC=C(C(=O)NC[C@@H]2OC(OC2)(C)C)C=C1)(CC1=NC=C(C(=O)NC[C@@H]2OC(OC2)(C)C)C=C1)CC1=NC=C(C(=O)NC[C@@H]2OC(OC2)(C)C)C=C1